C(C)(=O)OC[C@H]1O[C@H]([C@@H]([C@H]([C@H]1OC(C)=O)OC(C)=O)NC(C)=O)OCCCCCCCCCCCCO [(2R,3R,4R,5R,6R)-5-acetamido-3,4-diacetoxy-6-(12-hydroxydodecoxy)tetrahydro-pyran-2-yl]methyl acetate